5-methyl-5-(naphthalen-2-yl)-3-{2-oxo-2-[4-(2-oxo-2,3-dihydro-1H-1,3-benzodiazol-1-yl)piperidin-1-yl]ethyl}imidazolidine-2,4-dione CC1(C(N(C(N1)=O)CC(N1CCC(CC1)N1C(NC2=C1C=CC=C2)=O)=O)=O)C2=CC1=CC=CC=C1C=C2